FC1(CC(C1)NC(C1=C(C=CC=C1)OC)=O)F (E)-N-(3,3-difluorocyclobutyl)-2-methoxy-benzamide